6-amino-7-(3-amino-4-fluorophenyl)-2-{[2-fluoro-4-(methylsulfonyl)phenyl]amino}-9-isopropyl-7,9-dihydro-8H-purine-8-one NC1=C2N(C(N(C2=NC(=N1)NC1=C(C=C(C=C1)S(=O)(=O)C)F)C(C)C)=O)C1=CC(=C(C=C1)F)N